N1(N=NN=C1)C[C@H](C)OC1=C(C#N)C=CC(=C1)C=1C=NC(=NC1)NC=1C(=NN(C1)C1CCC(CC1)N1CCOCC1)OCCC(C)(C)OC 2-(((S)-1-(1H-tetrazol-1-yl)propan-2-yl)oxy)-4-(2-((3-(3-methoxy-3-methylbutoxy)-1-((1r,4r)-4-morpholinocyclohexyl)-1H-pyrazol-4-yl)amino)pyrimidin-5-yl)benzonitrile